[Na].C(#N)CCC1=CC=C(C=C1)NC1=NC(=NC=C1C)NC1=CC=C(C=C1)S(=O)(=O)NC(CC)=O N4-[4-(2-Cyanoethyl)phenyl]-5-methyl-N2-[4-(N-propionylaminosulfonyl)phenyl]-2,4-pyrimidinediamine Sodium Salt